BrC=1C(=NC(=NC1OC)N(CC1=CC=C(C=C1)OC)CC1=CC=C(C=C1)OC)OC (5-bromo-4,6-dimethoxy-pyrimidin-2-yl)-bis-(4-methoxy-benzyl)-amine